glycidoxypropyl-methyl-diethoxysilane (9H-fluoren-9-yl)methyl-3-(2-(sec-butyl(2,2-dimethoxyethyl)amino)-2-oxoethylamino)-3-oxopropylcarbamate C1=CC=CC=2C3=CC=CC=C3C(C12)COC(NCCC(=O)NCC(=O)N(CC(OC)OC)C(C)CC)=O.C(C1CO1)OCCC[Si](OCC)(OCC)C